2-(3-methoxy-4-((3-(4-methoxy-3-(pentyloxy)phenyl)-5-methylene-2-oxotetrahydropyrimidin-1(2H)-yl)methyl)phenyl)-N,N-dimethylacetamide COC=1C=C(C=CC1CN1C(N(CC(C1)=C)C1=CC(=C(C=C1)OC)OCCCCC)=O)CC(=O)N(C)C